2,2-dipropyl-nonanoic acid C(CC)C(C(=O)O)(CCCCCCC)CCC